COCN1N=C(C(=C1)[N+](=O)[O-])O[C@H]1[C@@H](OC1)C 1-(methoxymethyl)-3-(((2S,3R)-2-methyloxetan-3-yl)oxy)-4-nitro-1H-pyrazole